COC1=C(C=C2CC3NCCC4=CC5=C(C(C2=C1)=C43)OCO5)O 10-methoxy-1,2-(methylenedioxy)-6-demethyl-9-aporphinol